COC(=O)N1CC(C1)C1=NC(=NO1)C1=CC(=C(C(=C1)NC(=O)C=1C=NN2C1C=C(C=C2)C(F)(F)F)C)F 3-(3-(3-fluoro-4-methyl-5-(5-(trifluoromethyl)pyrazolo[1,5-a]pyridine-3-carboxamido)phenyl)-1,2,4-oxadiazol-5-yl)azetidine-1-carboxylic acid methyl ester